(s)-N-(1-(3-chlorophenyl)-2-hydroxyethyl)-1-(2-(cyclopropylamino)-5-methylpyrimidin-4-yl)-1H-pyrazole-4-carboxamide ClC=1C=C(C=CC1)[C@@H](CO)NC(=O)C=1C=NN(C1)C1=NC(=NC=C1C)NC1CC1